3-(2-(4-((2-(9-(7-azaspiro[3.5]nonan-2-yl)-3,9-diazaspiro[5.5]undecan-3-yl)pyrimidin-4-yl)methoxy)phenyl)propan-2-yl)-5-chlorobenzonitrile C1C(CC12CCNCC2)N2CCC1(CCN(CC1)C1=NC=CC(=N1)COC1=CC=C(C=C1)C(C)(C)C=1C=C(C#N)C=C(C1)Cl)CC2